ClC=1C=CC2=C(C(CC3(O2)CN(C3)C(=O)NCC=3C=C2C=C(NC2=CC3)C)=O)C1 6'-chloro-N-[(2-methyl-1H-indol-5-yl)methyl]-4'-oxo-3',4'-dihydrospiro[azetidine-3,2'-[1]benzopyran]-1-carboxamide